C1=CC=CC=2C3=CC=CC=C3C(C12)COC(=O)N[C@H](C(=O)O)CCS(=O)(=O)O (S)-2-((((9H-fluoren-9-yl)methoxy)carbonyl)amino)-4-sulfobutyric acid